beta-Dimethylaminoalanine CN(C[C@H](N)C(=O)O)C